FC(S(=O)(=O)C=1C(=NC=CC1)NC1=CC(=NC=C1C(CC)=O)NC(=O)[C@@H]1CC12CC2)F (R)-N-(4-((3-((difluoromethyl)sulfonyl)pyridin-2-yl)amino)-5-propionylpyridin-2-yl)spiro[2.2]pentane-1-carboxamide